2-(6-(((3r,6r)-6-(hydroxymethyl)-1-methylpiperidin-3-yl)amino)pyridazin-3-yl)-3-methyl-5-(trifluoromethyl)phenol OC[C@H]1CC[C@H](CN1C)NC1=CC=C(N=N1)C1=C(C=C(C=C1C)C(F)(F)F)O